6-chloro-3-(((R)-1-(2-cyano-3-((S)-2-(methoxymethyl)morpholino)-7-methylquinoxalin-5-yl)ethyl)amino)picolinic acid ClC1=CC=C(C(=N1)C(=O)O)N[C@H](C)C1=C2N=C(C(=NC2=CC(=C1)C)C#N)N1C[C@H](OCC1)COC